7-((2-Fluorobenzyl)oxy)-3,4-dihydroisoquinoline-2(1H)-carboxylic acid tert-butyl ester C(C)(C)(C)OC(=O)N1CC2=CC(=CC=C2CC1)OCC1=C(C=CC=C1)F